C(C1=CC=CC=C1)C1(C[C@@H]2[C@@H](CN(C2)CC(O)C2=CC(=C(C(=C2)F)O)F)C1)O |r| rac-(3aR,5r,6aS)-5-benzyl-2-(2-(3,5-difluoro-4-hydroxyphenyl)-2-hydroxyethyl)octahydrocyclopenta[c]pyrrol-5-ol